C(C(O)CC(=O)[O-])(=O)OOC(C)(C)C tert-butyl monoperoxymalate